2-(7-((2S,5R)-2,5-diethyl-4-(1-(4-isopropylphenyl)ethyl)piperazin-1-yl)-4-methyl-5-oxo-4,5-dihydro-2H-pyrazolo[4,3-b]pyridin-2-yl)acetonitrile C(C)[C@@H]1N(C[C@H](N(C1)C(C)C1=CC=C(C=C1)C(C)C)CC)C=1C=2C(N(C(C1)=O)C)=CN(N2)CC#N